C(CCCCCCCCCCCCC)OC(CCS(=O)(=O)O)COCCCCCCCCCCCCCC.BrC=1C=NC2=C(N=CC=C2C1)Cl 3-bromo-8-chloro-1,7-naphthyridine 2,3-bis(tetradecyloxy)propyl-methanesulfonate